Cl.CC1=NC(=NC(=C1)C)N1CC2C(C1)CN(C2)C(=O)C2=C(C=CC=C2N2N=CC=N2)F [5-(4,6-dimethyl-pyrimidin-2-yl)hexahydro-pyrrolo[3,4-c]pyrrol-2-yl]-(2-fluoro-6-[1,2,3]triazol-2-yl-phenyl)-methanone hydrochloride